CC1=NOC2=C1C=C(C=C2)C(=O)O 3-methyl-1,2-benzoxazole-5-carboxylic acid